Methyl (6S,10R)-9-methyl-6,9,10,11-tetrahydro-2H-6,10-methanoazonino[4,5,6-cd]indole-7-carboxylate CC1C2=C3C=4CN=C3C[C@H]1C[C@@H](C(=C2)C(=O)OC)N=CC4